(R)-N-methyl-3-(7-(1-(4-methylcyclohexyl)-1H-pyrazol-4-yl)-5H-pyrrolo[2,3-b]pyrazin-2-yl)-5-(2-methylpyrrolidin-1-yl)benzenesulfonamide CNS(=O)(=O)C1=CC(=CC(=C1)N1[C@@H](CCC1)C)C=1N=C2C(=NC1)NC=C2C=2C=NN(C2)C2CCC(CC2)C